[NH4+].B([O-])([O-])[O-].N(CCO)(CCO)CCO.[NH4+].[NH4+] triethanolamine borate ammonium salt